4-(1-fluoro-1-((3-fluorophenyl)sulfonyl)ethyl)-N-(6-methyl-pyridin-3-yl)piperidine-1-carboxamide FC(C)(S(=O)(=O)C1=CC(=CC=C1)F)C1CCN(CC1)C(=O)NC=1C=NC(=CC1)C